FC1(CCN(CC1)C=1C=2N(C=C(C1)NC(OC(C)(C)C)=O)C(=CN2)C)F tert-Butyl (8-(4,4-difluoropiperidin-1-yl)-3-methylimidazo[1,2-a]pyridin-6-yl)carbamate